CP(ON1N=CC(=C1)C=1SC=C(N1)C(NC=1C(=NN(C1)C)C1=NC=CC=C1)=O)([O-])=O (4-(4-((1-methyl-3-(pyridin-2-yl)-1H-pyrazol-4-yl) carbamoyl) thiazol-2-yl)-1H-pyrazol-1-yl) methylphosphonate